CC(CCC)C1=CCC2=CC=CC=C12 3-(pentan-2-yl)-1H-indene